ClC1=C(C2=C(CC(O2)(C)C)C=C1[N+](=O)[O-])C(F)(F)F 6-chloro-2,2-dimethyl-5-nitro-7-(trifluoromethyl)-2,3-dihydrobenzofuran